3,3,4,4,5,5,6,6-octafluoro-octane-1,8-diol FC(CCO)(C(C(C(CCO)(F)F)(F)F)(F)F)F